5-chloro-N-((1r,4r)-4-((3-(2-(hydroxymethyl)-1-methyl-1H-indol-5-yl)-2-oxo-2,3-dihydro-1H-benzo[d]imidazol-1-yl)methyl)cyclohexyl)-2-methylnicotinamide ClC=1C=NC(=C(C(=O)NC2CCC(CC2)CN2C(N(C3=C2C=CC=C3)C=3C=C2C=C(N(C2=CC3)C)CO)=O)C1)C